N1(CCC1)CCCOC1=CC=2N(C=C1)C(=CN2)C2=CC(=NC=N2)NCC2=CC=C(C=C2)C2=NN(N=C2)C {6-[7-(3-azetidin-1-yl-propoxy)-imidazo[1,2-a]pyridin-3-yl]-pyrimidin-4-yl}-[4-(2-methyl-2H-[1,2,3]triazol-4-yl)-benzyl]-amine